CN1N=CC(=C1)OCC1CC2(CCC2)CO1 2-methyl-4-(7-oxaspiro[3.4]octan-6-ylmethoxy)pyrazol